3-((6-(2-(ethoxymethoxy)-4-ethynylphenyl)-5-methyl-1,2,4-triazin-3-yl)amino)-1-methylcyclobutane-1-ol C(C)OCOC1=C(C=CC(=C1)C#C)C1=C(N=C(N=N1)NC1CC(C1)(O)C)C